C(#N)C1=CC=C(C(=O)NC=2C(=NC(=CC2C2=C(C=CC(=C2)F)F)C)N2CC(CC2)(F)F)C=C1 4-cyano-N-(4-(2,5-difluorophenyl)-2-(3,3-difluoropyrrolidin-1-yl)-6-methylpyridin-3-yl)-benzamide